C(C)OC1=CC=C(C=C1)/C=C/C(=O)N[C@@H](CC1=CC=CC=C1)C(=O)OC Methyl (E)-(3-(4-ethoxyphenyl)acryloyl)-L-phenylalaninate